C(C)(=O)O[C@@H](C(=O)NC=1SC2=C(C=C3C(=N2)OC(O3)(F)F)N1)C (R)-1-((2,2-difluoro-[1,3]dioxolo[4,5-b]thiazolo[4,5-e]pyridin-6-yl)amino)-1-oxopropan-2-yl acetate